6-(4-methoxyphenyl)-2-((4-methylbenzylidene)hydrazineylidene)tetrahydropyrimidin-4(1H)-one COC1=CC=C(C=C1)C1CC(NC(N1)=NN=CC1=CC=C(C=C1)C)=O